C(C)(C)(C)OC(=O)N1[C@@H](COCC1)C=1C=C(C=C2CCNCC12)C=1C=C2C(=NC1)NC=C2Cl (R)-3-(6-(3-chloro-1H-pyrrolo[2,3-b]pyridin-5-yl)-1,2,3,4-tetrahydroisoquinoline-8-yl)morpholine-4-carboxylic acid tert-butyl ester